2-((5-(2-(6-amino-2-methylhexan-3-yl)-2,6-diazaspiro[3.4]octan-6-yl)-1,2,4-triazin-6-yl)oxy)-N-ethyl-5-fluoro-N-isopropylbenzamide NCCCC(C(C)C)N1CC2(C1)CN(CC2)C=2N=CN=NC2OC2=C(C(=O)N(C(C)C)CC)C=C(C=C2)F